CN(C)\C=C(\C(=O)OC)/C(C(C)C)=O methyl (E)-2-((dimethylamino)methylene)-4-methyl-3-oxopentanoate